tert-butyl-6-[6-[8-(difluoromethyl)-2-methyl-imidazo[1,2-b]pyridazin-6-yl]-8-methoxy-imidazo[1,2-a]pyridin-2-yl]-3-azabicyclo[3.1.0]hexane-3-carboxylate C(C)(C)(C)OC(=O)N1CC2C(C2C1)C=1N=C2N(C=C(C=C2OC)C=2C=C(C=3N(N2)C=C(N3)C)C(F)F)C1